(S)-5-(4-amino-2-(1H-tetrazol-5-yl)benzamido)-2-(4-(((2,4-diamino-5-chloroquinazolin-6-yl)methyl)amino)benzamido)pentanoic acid NC1=CC(=C(C(=O)NCCC[C@@H](C(=O)O)NC(C2=CC=C(C=C2)NCC=2C(=C3C(=NC(=NC3=CC2)N)N)Cl)=O)C=C1)C1=NN=NN1